NC1=CC=C(C=C1)C(C1=CC=C(N)C=C1)C=1C=CC2=C(CCO2)C1 4-[(4-aminophenyl)(2,3-dihydro-1-benzofuran-5-yl)methyl]aniline